N[C@@H](CC(C)C)C(=O)[O-] L-leucineAt